ethoxyiron (II) C(C)O[Fe+]